(1-((1-(tert-butoxycarbonyl)-4-fluoropiperidin-4-yl)methyl)-6-chloro-1,2,3,4-tetrahydroquinolin-8-yl)boronic acid C(C)(C)(C)OC(=O)N1CCC(CC1)(F)CN1CCCC2=CC(=CC(=C12)B(O)O)Cl